C12CC(C1)(C2)NC(=O)C=2C(N(C1=NC=C(C=C1C2O)Br)CCN2CCOCC2)=O N-(3-bicyclo[1.1.1]pentanyl)-6-bromo-4-hydroxy-1-(2-morpholinoethyl)-2-oxo-1,8-naphthyridine-3-carboxamide